racemic-methyl 5-[1-[[3-chloro-5-(trifluoromethyl) phenyl]formamido]ethyl]-1-(pyrimidin-2-yl)-1,2,4-triazole-3-carboxylate ClC=1C=C(C=C(C1)C(F)(F)F)C(=O)N[C@H](C)C1=NC(=NN1C1=NC=CC=N1)C(=O)OC |r|